FC1=C(C=C(C=C1)F)N1N=C(C(=C1C=1C=NC=C(C1)F)I)OC(C(=O)OC)OC methyl {[1-(2,5-difluorophenyl)-5-(5-fluoropyridin-3-yl)-4-iodo-1H-pyrazol-3-yl]oxy}(methoxy)acetate